FC(C1=CC=C(C=C1)C1=C(C=NC=C1)C=O)(F)F 4-(4-trifluoromethylphenyl)-3-pyridinecarbaldehyde